2-((S)-1-acryloyl-4-((S)-7-(8-chloronaphthalen-1-yl)-2-(((S)-1-methylpyrrolidin-2-yl)methoxy)-7,8-dihydro-5H-pyrano[4,3-d]pyrimidin-4-yl)piperazin-2-yl)acetonitrile C(C=C)(=O)N1[C@H](CN(CC1)C=1C2=C(N=C(N1)OC[C@H]1N(CCC1)C)C[C@H](OC2)C2=CC=CC1=CC=CC(=C21)Cl)CC#N